diethyl 3-(4,4,5,5-tetramethyl-1,3,2-dioxaborolan-2-yl)phenethylphosphonate CC1(OB(OC1(C)C)C=1C=C(CCP(OCC)(OCC)=O)C=CC1)C